8-(dimethylamino)-8-phenyl-1,3-diazaspiro[4.5]decane-2,4-dione CN(C1(CCC2(C(NC(N2)=O)=O)CC1)C1=CC=CC=C1)C